tert-butyl (R)-((1-methylcyclopropyl)methyl)(1-(6-(3-(5-(6-(pyrrolidin-1-yl)pyrazin-2-yl)-1,3,4-thiadiazol-2-yl)oxetan-3-yl)pyridin-3-yl)piperidin-3-yl)carbamate CC1(CC1)CN(C(OC(C)(C)C)=O)[C@H]1CN(CCC1)C=1C=NC(=CC1)C1(COC1)C=1SC(=NN1)C1=NC(=CN=C1)N1CCCC1